N-(5-((1-cyclopropyl-1H-pyrazol-4-yl)ethynyl)-4-(4-((dimethylamino)methyl)-4-fluoropiperidin-1-yl)pyridin-2-yl)-2-(1-(cyclopropylsulfonyl)-1H-pyrazol-4-yl)pyrimidin-4-amine C1(CC1)N1N=CC(=C1)C#CC=1C(=CC(=NC1)NC1=NC(=NC=C1)C=1C=NN(C1)S(=O)(=O)C1CC1)N1CCC(CC1)(F)CN(C)C